CC(C(=O)O)(CCN1C2=CC(=CC=C2C=2C=CN=C(C12)C)OC)C 2,2-dimethyl-4-(7-Methoxy-1-methyl-β-carbolin-9-yl)butyric acid